1-[3-[4-hydroxy-5-methyl-2-[2-(3-pyridyl)ethyl]pyrazol-3-yl]-1H-1,2,4-triazol-5-yl]-5-methyl-pyrazolo[3,4-c]pyridine-3-carboxamide OC1=C(N(N=C1C)CCC=1C=NC=CC1)C1=NNC(=N1)N1N=C(C=2C1=CN=C(C2)C)C(=O)N